(1S,2R)-7-Fluoro-2,3-dihydro-1H-inden-1,2-diyl-dicarbamat FC=1C=CC=C2C[C@H]([C@H](C12)NC([O-])=O)NC([O-])=O